COCCCN1N=CC(=C1)B1OC(C(O1)(C)C)(C)C 1-(3-methoxypropyl)-4-(4,4,5,5-tetramethyl-1,3,2-dioxaborolan-2-yl)-1H-pyrazole